C1(CC1)N1N=CC(=C1)N1C(N(CC2=C1C=C(N=C2)C=2C(=NN(C2)C)C)C2=C(C(=CC(=C2F)OC)OC)F)=O 1-(1-cyclopropyl-1H-pyrazol-4-yl)-3-(2,6-difluoro-3,5-dimethoxyphenyl)-7-(1,3-dimethyl-1H-pyrazol-4-yl)-3,4-dihydropyrido[4,3-d]pyrimidin-2(1H)-one